2-iodo-N-(4-chlorophenyl)benzamide IC1=C(C(=O)NC2=CC=C(C=C2)Cl)C=CC=C1